C(C)(C)(C)N(C(=O)OC(\C=C(/C)\C1=CC=CC=C1)C1=CC=CC=C1)C=1C=NC(=CC1)[C@H]1OC(OC1)(C)C (E)-1,3-diphenyl-but-2-en-1-ol tert-butyl-(R)-(6-(2,2-dimethyl-1,3-dioxolan-4-yl)pyridin-3-yl)carbamate